C1(CCCCC1)[C@@H](\N=C(\C1=CC=C(C=C1)C(F)(F)F)/C#N)C1=CC=CC=C1 (R,Z)-N-(cyclohexyl(phenyl)methyl)-4-(trifluoromethyl)benzimidoyl cyanide